CC1=NC(=CN=C1)C 2,6-dimethyl-Pyrazine